C1(CC1)CC(C#N)C(C)=O 2-(cyclopropylmethyl)-3-oxobutanenitrile